NC=1C=C(C=CC1Cl)C(C)(C1CC1)C(C(=O)OC)C(=O)OC Dimethyl [1-(3-amino-4-chlorophenyl)-1-cyclopropylethyl]malonate